(2R)-7-Chloro-2,5-dimethyl-2,3,4,5-tetrahydropyrido[2,3-f][1,4]oxazepine ClC=1C=CC2=C(C(NC[C@H](O2)C)C)N1